Br.C[C@@H]1N([C@@H](CNC1)C)CC(=O)NC=1C=CC=C2C(=NN(C12)C)N1C(NC(CC1)=O)=O 2-((2S,6R)-2,6-dimethylpiperazin-1-yl)-N-(3-(2,4-dioxotetrahydropyrimidin-1(2H)-yl)-1-methyl-1H-indazol-7-yl)acetamide hydrobromide